1-(2,4,5-trifluorobenzyl)-1,3,5-triazine FC1=C(CN2CN=CN=C2)C=C(C(=C1)F)F